ClC=1C=C(C=CC1)C1=NC(=NO1)C=1C=CC(N(N1)CC1=CN=C(S1)C=1C=NC=CC1)=O 6-(5-(3-chlorophenyl)-1,2,4-oxadiazol-3-yl)-2-((2-(pyridin-3-yl)thiazol-5-yl)methyl)-pyridazin-3(2H)-one